[Si](C)(C)(C(C)(C)C)OCCN1N=C(C(=C1CN(C[C@H](C(=O)OC)O)C)I)OC(C)C methyl (2R)-3-[[2-[2-[tert-butyl(dimethyl)silyl]oxyethyl]-4-iodo-5-isopropoxy-pyrazol-3-yl]methyl-methyl-amino]-2-hydroxy-propanoate